5-(2-Aminopyridin-4-yl)-7-(4-(methylsulfonyl)phenyl)-1H-indazol-3-amine NC1=NC=CC(=C1)C=1C=C2C(=NNC2=C(C1)C1=CC=C(C=C1)S(=O)(=O)C)N